FC1(CC2(CN(C2)C=O)C1)F (6,6-difluoro-2-azaspiro[3.3]heptan-2-yl)methanone